[Cu].NC1=NC=C(C2=C1C=NN2C2OCCCC2)NC(=O)C(=O)N([C@@H](C)C2=NC=C(C=C2)C(F)(F)F)C N-(4-amino-1-tetrahydropyran-2-yl-pyrazolo[4,3-c]pyridin-7-yl)-N'-methyl-N'-[(1S)-1-[5-(trifluoromethyl)-2-pyridyl]ethyl]oxamide Copper